(R)-2-(4-(6-(6-(2-(3-fluorophenyl)pyrrolidin-1-yl)imidazo[1,2-b]pyridazin-3-yl)pyridin-2-yl)piperazin-1-yl)ethan-1-amine FC=1C=C(C=CC1)[C@@H]1N(CCC1)C=1C=CC=2N(N1)C(=CN2)C2=CC=CC(=N2)N2CCN(CC2)CCN